dimethylsebacate COC(CCCCCCCCC(=O)OC)=O